S1C(=NC2=C1C=CC=C2)NC(=O)C=2C=CC=C1CCN(CC21)C2=CC=C(C(=N2)C(=O)O)C2=C(C(=NC=C2)OC2=CC=CC=C2)C 6-[8-(1,3-benzothiazol-2-ylcarbamoyl)-3,4-dihydroisoquinolin-2(1H)-yl]-3'-methyl-2'-phenoxy-3,4'-bipyridine-2-carboxylic acid